2-(4-methylpiperidin-1-yl)-N-(6-(thiazol-5-yl)isoquinolin-3-yl)acetamide CC1CCN(CC1)CC(=O)NC=1N=CC2=CC=C(C=C2C1)C1=CN=CS1